1-Boc-3-(2-cyclopentylphenyl)azetidine-3-carboxylic acid C(=O)(OC(C)(C)C)N1CC(C1)(C(=O)O)C1=C(C=CC=C1)C1CCCC1